N-(1-(3-chlorophenyl)-2-hydroxyethyl)-1-(2-(phenylamino)pyrimidin-4-yl)-1H-pyrazole-4-carboxamide ClC=1C=C(C=CC1)C(CO)NC(=O)C=1C=NN(C1)C1=NC(=NC=C1)NC1=CC=CC=C1